C(C=C)(=O)OCCNC(=O)OC1=C(C2=CC=CC=C2C=C1)C1=C(C=CC2=CC=CC=C12)OC(NC1=CC=CC2=CC=CC=C12)=O 2-{[({2'-[(1-Naphthyl-carbamoyl)oxy]-1,1'-binaphthyl-2-yl}oxy)carbonyl]amino}ethyl acrylat